5-bromo-1,2-dichloro-3-[(2-methylpropan-2-yl)oxy]benzene BrC=1C=C(C(=C(C1)Cl)Cl)OC(C)(C)C